(2-dimethylaminoethyl)-methacrylate CN(CCOC(C(=C)C)=O)C